C(C)(C)N1CCC(CC1)NC1=NC(=NC2=CC(=C(C=C12)OC)C#CCCN1CCC(CC1)C)N1CCCCC1 N-(1-isopropylpiperidine-4-yl)-6-methoxy-7-(4-(4-methylpiperidine-1-yl)but-1-yn-1-yl)-2-(piperidine-1-yl)quinazolin-4-amine